2-(4-(4-((2-(azepan-1-yl)-5-oxo-5,6-dihydropyrimido[4,5-d]pyridazin-4-yl)amino)phenoxy)piperidin-1-yl)acetic acid N1(CCCCCC1)C=1N=C(C2=C(C=NNC2=O)N1)NC1=CC=C(OC2CCN(CC2)CC(=O)O)C=C1